FC(C(=O)O)(F)F.CN(C=1SC2=C(N1)SC(=N2)C2=NC=C(C=C2O)C=2C=NNC2)C2CCN1CCCC1C2 2-{5-[Methyl(octahydroindolizin-7-yl)amino][1,3]thiazolo[5,4-d][1,3]thiazol-2-yl}-5-(1H-pyrazol-4-yl)pyridin-3-ol Trifluoroacetat